FC=1C=CC=C2C(=NC=NC12)NC([2H])([2H])[2H] 8-fluoro-N-(methyl-d3)quinazolin-4-amine